C(CCCCC)(=O)OOCCC(C)(C)C 1,1-dimethylethyl-2-ethyl peroxyhexanoate